2-(4-(5-(trifluoromethyl)pyrimidin-2-yl)piperazin-1-yl)ethane-1-amine FC(C=1C=NC(=NC1)N1CCN(CC1)CCN)(F)F